terbium (III) fluorine [F].[Tb+3]